2-{1-carboxy-2-[3-(3,5-dichlorobenzyl)-3H-imidazol-4-yl]-ethylamino}-4-methylpentanoic acid C(=O)(O)C(CC=1N(C=NC1)CC1=CC(=CC(=C1)Cl)Cl)NC(C(=O)O)CC(C)C